ClC1=NN2C(N=CC(=C2[C@H](C)OC)NC2=CC=C(C=C2)[C@@H](C(F)(F)F)N(C(=O)C2CCS(CC2)(=O)=O)C)=N1 N-[(1S)-1-[4-({2-chloro-7-[(1S)-1-methoxyethyl]-[1,2,4]triazolo[1,5-a]pyrimidin-6-yl}amino)phenyl]-2,2,2-trifluoroethyl]-N-methyl-1,1-dioxo-1λ6-thiane-4-carboxamide